COC1=C(OC2=CC(=CC(=C2C1=O)OC)OC)C1=CC(=C(C(=C1)OC)OC)OC 3,5,7,3',4',5'-hexamethoxyflavone